3-(5-(4-(2-(1-(5-(5-(difluoromethyl)-5H-pyrido[4,3-b]indol-7-yl)-3-(trifluoromethyl)pyridin-2-yl)piperidin-4-yl)ethyl)piperazin-1-yl)-1-oxoisoindolin-2-yl)piperidine-2,6-dione FC(N1C2=C(C=3C=CC(=CC13)C=1C=C(C(=NC1)N1CCC(CC1)CCN1CCN(CC1)C=1C=C3CN(C(C3=CC1)=O)C1C(NC(CC1)=O)=O)C(F)(F)F)C=NC=C2)F